4-[2-[3-(pyrrolidin-3-ylmethyl)pyrazol-1-yl]pyrido[3,2-d]pyrimidin-4-yl]morpholine N1CC(CC1)CC1=NN(C=C1)C=1N=C(C2=C(N1)C=CC=N2)N2CCOCC2